tert-Butyl N-[3-methyl-5-[[2-[(2S,5R)-5-methyl-2-[4-(methylamino)phenyl]-1-piperidyl]-2-oxo-acetyl]amino]-2-pyridyl]carbamate CC=1C(=NC=C(C1)NC(C(=O)N1[C@@H](CC[C@H](C1)C)C1=CC=C(C=C1)NC)=O)NC(OC(C)(C)C)=O